N-((1R)-3-cyano-3-azabicyclo[3.2.0]heptan-1-yl)-5-(4-(phenylthio)pyridin-3-yl)-1H-pyrazole-3-carboxamide C(#N)N1C[C@]2(CCC2C1)NC(=O)C1=NNC(=C1)C=1C=NC=CC1SC1=CC=CC=C1